2-[5-chloro-4-(3,3-difluoro-1-methyl-cyclopentyl)-2-methyl-phenyl]-4,4,5,5-tetramethyl-1,3,2-dioxaborolane ClC=1C(=CC(=C(C1)B1OC(C(O1)(C)C)(C)C)C)C1(CC(CC1)(F)F)C